1-(2,6-dichloropyridin-4-yl)cyclohexan-1-ol ClC1=NC(=CC(=C1)C1(CCCCC1)O)Cl